C(C)(C)(C)OC(=O)N1C2(CC2)[C@H]([C@@H](CC1)O)N=[N+]=[N-] |r| rac-(7R,8R)-8-azido-7-hydroxy-4-azaspiro[2.5]octane-4-carboxylic acid tert-butyl ester